tert-Butyl ((1s,4s)-4-((6'-chloro-5-(tetrahydro-2H-pyran-4-yl)-[2,3'-bipyridin]-4'-yl)amino)cyclohexyl)carbamate ClC1=CC(=C(C=N1)C1=NC=C(C=C1)C1CCOCC1)NC1CCC(CC1)NC(OC(C)(C)C)=O